3-fluoro-2-[4-[[(1s,3r)-3-hydroxycyclohexyl]amino]pyrido[3,4-d]pyridazin-1-yl]phenol FC=1C(=C(C=CC1)O)C1=C2C(=C(N=N1)N[C@@H]1C[C@@H](CCC1)O)C=NC=C2